BrCCCOC1=CC=C(C=C1)C(\C=C\C1=CC=CC=C1)=O (E)-1-(4-(3-bromopropyloxy)phenyl)-3-phenylpropan-2-en-1-one